4-hydroxy-2,2,6,6-tetramethyl-piperidine oxygen [O].OC1CC(NC(C1)(C)C)(C)C